6-[2-(TERT-BUTYLDIMETHYLSILYL)ETHYNYL]-7-NITRO-1H-INDAZOLE [Si](C)(C)(C(C)(C)C)C#CC1=CC=C2C=NNC2=C1[N+](=O)[O-]